N-((5-(2-((6-methoxy-2-methylquinazolin-4-yl)thio)acetyl)thiophen-2-yl)methyl)-2-(1-methylpiperidin-4-yl)acetamide COC=1C=C2C(=NC(=NC2=CC1)C)SCC(=O)C1=CC=C(S1)CNC(CC1CCN(CC1)C)=O